CC1(CC(=CC(=C1)C)C)OB(O)O 1,3,5-trimethylphenyl-boric acid